N-(1-methylcyclopropyl)isoquinoline-6-sulfonamide CC1(CC1)NS(=O)(=O)C=1C=C2C=CN=CC2=CC1